4-[9-[1-[[6-chloro-2-(1-methylpyrazol-4-yl)-3-pyridinyl]amino]ethyl]-4,7-dimethyl-5-oxo-pyrazolo[3,4-C]isoquinolin-3-yl]piperidine-1-carboxylic acid benzyl ester C(C1=CC=CC=C1)OC(=O)N1CCC(CC1)N1N=CC2=C1N(C(C=1C=C(C=C(C21)C(C)NC=2C(=NC(=CC2)Cl)C=2C=NN(C2)C)C)=O)C